(1S,2R,4R,6R)-2-(hydroxymethyl)-2-(methoxymethyl)-6-(trifluoromethyl)quinuclidin-3-one OC[C@@]1(N2[C@H](C[C@H](C1=O)CC2)C(F)(F)F)COC